1,3-Dimethyl-N-((6-(trifluoromethyl)imidazolo[1,2-a]pyridin-2-yl)methyl)-1H-pyrazol-4-amine CN1N=C(C(=C1)NCC=1N=C2N(C=C(C=C2)C(F)(F)F)C1)C